5-ethynyl-1,3-difluoro-2-((4-pentylphenyl)ethynyl)benzene C(#C)C=1C=C(C(=C(C1)F)C#CC1=CC=C(C=C1)CCCCC)F